C(C)(C)(C)OC(=O)N1C[C@H](CC1)N(C(=O)C=1N=C(SC1)C=1C=NN(C1)C1=CC=CC=C1)CCC (S)-3-(2-(1-phenyl-1H-pyrazol-4-yl)-N-propylthiazole-4-carboxamido)pyrrolidine-1-carboxylic acid tert-butyl ester